(1R,2S)-N-(4-{[7-{[2-(Diethylamino)ethyl]oxy}-6-(methyloxy)chinolin-4-yl]oxy}-3-fluorophenyl)-N'-(4-fluorophenyl)-2-methylcyclopropan-1,1-dicarboxamid C(C)N(CCOC1=C(C=C2C(=CC=NC2=C1)OC1=C(C=C(C=C1)NC(=O)[C@]1([C@H](C1)C)C(=O)NC1=CC=C(C=C1)F)F)OC)CC